C(C)(C)(C)OC(=O)N1CC2(CC(C2)OC2=CC(=C(C=C2)C)CNC([C@@H](NC([C@@H](NC(OCC2=CC=CC=C2)=O)CC(=O)OC(C)(C)C)=O)CCC2=CC=CC=C2)=O)CCC1 2-(3-((5S,8S)-5-(2-(tert-butoxy)-2-oxoethyl)-3,6,9-trioxo-8-phenethyl-1-phenyl-2-oxa-4,7,10-triazaundec-11-yl)-4-methylphenoxy)-6-azaspiro[3.5]nonane-6-carboxylic acid tert-butyl ester